FCCOC=1C=C(C=CC1OC)C(C1CCN(CC1)C(=O)OC(C)(C)C)(C1=CC=CC=C1)O tert-Butyl 4-[(3-(2-fluoroethoxy)-4-methoxyphenyl)(hydroxy)(phenyl)methyl]piperidine-1-carboxylate